(S)-N-(2-aminopropyl)-5,6-dimethyl-6H-pyrido[4,3-b]carbazole-9-carboxamide N[C@H](CNC(=O)C1=CC=2C=3C=C4C(=C(C3N(C2C=C1)C)C)C=CN=C4)C